O1C\C(\CC1)=C/B1OC(C(O1)(C)C)(C)C (Z)-2-((dihydrofuran-3(2H)-ylidene)methyl)-4,4,5,5-tetramethyl-1,3,2-dioxaborolane